1-((3R,4S)-4-((4-(2,2-difluoroethoxy)-5-(quinolin-6-yl)pyrrolo[2,1-f][1,2,4]triazin-2-yl)amino)-3-fluoropiperidin-1-yl)-2-methylpropan-2-ol FC(COC1=NC(=NN2C1=C(C=C2)C=2C=C1C=CC=NC1=CC2)N[C@@H]2[C@@H](CN(CC2)CC(C)(O)C)F)F